1-(5-tert-butyl-2H-pyrazol-3-yl)-3-(4-{5-[3-(4-methyl-piperazin-1-yl)-propoxyl]-benzimidazol-1-yl}-phenyl)-urea C(C)(C)(C)C=1C=C(NN1)NC(=O)NC1=CC=C(C=C1)N1C=NC2=C1C=CC(=C2)OCCCN2CCN(CC2)C